CC(CS(=O)(=O)[O-])=C.[Na+] sodium 2-methyl-2-propene-1-sulfonate salt